(4-fluorophenyl)(4-(((1r,4r)-4-(hydroxymethyl)cyclohexyl)amino)-2-((4-(4-methylpiperazin-1-yl)phenyl)amino)-7H-pyrrolo[2,3-d]pyrimidin-5-yl)methanone FC1=CC=C(C=C1)C(=O)C1=CNC=2N=C(N=C(C21)NC2CCC(CC2)CO)NC2=CC=C(C=C2)N2CCN(CC2)C